C(C)(C)(C)OC(=O)N1CCC2(CC1)CC=C(CC2)C2=C(C1=C(N=CN=C1N)N2C(F)F)Br 9-(4-amino-5-bromo-7-(difluoromethyl)-7H-pyrrolo[2,3-d]-pyrimidin-6-yl)-3-azaspiro[5.5]undec-8-ene-3-carboxylic acid tert-butyl ester